7-[5-(4-methoxy-phenyl)-7-pentyl-7H-pyrrolo[2,3-d]Pyrimidine-4-oxy]-4-methylcoumarin COC1=CC=C(C=C1)C1=CN(C=2N=CN=C(C21)OC2=CC=C1C(=CC(OC1=C2)=O)C)CCCCC